C1N(CC2C1CNC2)C(=O)[O-] octahydropyrrolo[3,4-c]pyrrole-2-carboxylate